5-Bromo-2-fluoro-4-hydroxybenzonitrile BrC=1C(=CC(=C(C#N)C1)F)O